5-acetyl-8-chloro-1-(2,6-dichlorophenyl)-2-methyl-1,6-naphthyridin-4(1H)-one C(C)(=O)C1=C2C(C=C(N(C2=C(C=N1)Cl)C1=C(C=CC=C1Cl)Cl)C)=O